C(C)(C)(C)OC(CC=1C(=NC=C(C1)F)Cl)=O 2-(2-chloro-5-fluoropyridin-3-yl)acetic acid tert-butyl ester